ClC=1C=C(C=CC1OC1=CC=CC=C1)C(C(CC(C)C)SC#N)=O 1-(3-chloro-4-phenoxyphenyl)-4-methyl-2-thiocyanatopentan-1-one